2-(6-((6-cyano-8-cyclopentyl-7-oxo-7,8-dihydropyrido[2,3-d]pyrimidin-2-yl)amino)-3,4-dihydroisoquinolin-2(1H)-yl)acetamide C(#N)C1=CC2=C(N=C(N=C2)NC=2C=C3CCN(CC3=CC2)CC(=O)N)N(C1=O)C1CCCC1